C(C)(C)(C)C1=NC(=NO1)N1C2CN(CC1CC2)CC2=CC(=C(C=C2)C2=CC=C(C=C2)C(C(F)(F)F)(C(F)(F)F)O)C 2-(4'-((8-(5-(tert-butyl)-1,2,4-oxadiazol-3-yl)-3,8-diazabicyclo[3.2.1]octan-3-yl)methyl)-2'-methyl-[1,1'-biphenyl]-4-yl)-1,1,1,3,3,3-hexafluoropropan-2-ol